3-methyl-2-(cis-2-penten-1-yl)-2-cyclopenten-1-one CC1=C(C(CC1)=O)C\C=C/CC